Methyl (S)-3-(2-oxooxazolidin-4-yl)propanoate O=C1OC[C@@H](N1)CCC(=O)OC